S(=O)(=O)(O)O.COC1=CC=C2C(=CC=NC2=C1)C1=C(C=CC=C1)C (7-methoxyquinoline-4-yl)-2-methyl-benzene sulfate